FC(CCC(=O)N1CCC2(CC(=NO2)OCCC)CC1)(F)F 4,4,4-trifluoro-1-(3-propoxy-1-oxa-2,8-diazaspiro[4.5]dec-2-en-8-yl)butan-1-one